ethyl 4-((1-acryloylpiperidin-3-yl)amino)-1H-pyrrolo[2,3-b]pyridine-5-carboxylate C(C=C)(=O)N1CC(CCC1)NC1=C2C(=NC=C1C(=O)OCC)NC=C2